(1R,3R)-2-(2-fluoro-2-methylpropyl)-1-(3-fluoro-4-(2-(3-(fluoromethyl)azetidin-1-yl)ethoxy)phenyl)-3-methyl-2,3,4,9-tetrahydro-1H-pyrido[3,4-b]indole FC(CN1[C@@H](C=2NC3=CC=CC=C3C2C[C@H]1C)C1=CC(=C(C=C1)OCCN1CC(C1)CF)F)(C)C